tert-butyl 4-hydroxy-4-(4-piperidyl)piperidine-1-carboxylate OC1(CCN(CC1)C(=O)OC(C)(C)C)C1CCNCC1